COC=1C=C(C=CC1)S(=O)(=O)NC(COC1=CC2=CC=CC=C2C=C1)=O N-((3-methoxyphenyl)sulfonyl)-2-(naphthalen-2-yloxy)acetamide